FC(C1=CC=CC(=N1)NC1=NC=CC(=C1)C1=CC=C(C(=O)N)C=C1)(F)F 4-(2-((6-(trifluoromethyl)pyridin-2-yl)amino)pyridin-4-yl)benzamide